COC(C1=CC=C(C=C1)[C@H](C)NC=1N=CC2=C(N1)N(C(C=C2)=O)CC(C)(C)O)=O Methyl-4-[(1S)-1-{[8-(2-hydroxy-2-methylpropyl)-7-oxo-7,8-dihydropyrido[2,3-d]pyrimidin-2-yl]amino} ethyl]benzoat